2,4,6,8-tetrakis(2-methylbenzyl)-2,4,6,8-tetraazaadamantane-9,10-dione CC1=C(CN2C3N(C4N(C(N(C2C4=O)CC4=C(C=CC=C4)C)C3=O)CC3=C(C=CC=C3)C)CC3=C(C=CC=C3)C)C=CC=C1